ClC=1C=C(C=CC1OC1=NC=NC2=CC(=C3C(=C12)OCCO3)OCCOC)NC(=O)NC3=CC(=NC=C3)OC 1-(3-chloro-4-((5-(2-methoxyethoxy)-2,3-dihydro-[1,4]dioxino[2,3-f]quinazolin-10-yl)oxy)phenyl)-3-(2-methoxypyridin-4-yl)urea